4-Pyrrolidin-1-ylsulfonylbenzoic acid [3-(1-ethyl-8-oxo-spiro[6,7-dihydro-4H-pyrazolo[3,4-c]azepin-5,4'-tetrahydropyran]-3-yl)-2,2-dimethyl-propyl] ester C(C)N1N=C(C2=C1C(NCC1(CCOCC1)C2)=O)CC(COC(C2=CC=C(C=C2)S(=O)(=O)N2CCCC2)=O)(C)C